BrCC(=O)OC1CCC=CCCC1 cycloocta-4-en-1-yl 2-bromoacetate